ClC1=CC2=C(C=C3N2C(=NN(C3=O)CC(=O)NC32CC4(C[C@@H](CC(C3)C4)C2)O)C(C)C)S1 2-(2-Chloro-5-isopropyl-8-oxothieno[2',3':4,5]pyrrolo[1,2-d][1,2,4]triazin-7(8H)-yl)-N-((1S,3R,5S)-3-hydroxyadamantan-1-yl)acetamid